N1(CCCC1)CCCCNC(NC1=C(C=NS1)C(=O)[O-])=O 5-(3-(4-(pyrrolidin-1-yl)butyl)ureido)isothiazole-4-carboxylate